C1(=CC=C(C=C1)N1C2=CC=CC=C2C=2C=C(C=CC12)Br)C1=CC=CC=C1 9-(biphenyl-4-yl)-3-bromo-9H-carbazole